1-(7-(4-((3-chloro-2-fluorophenyl)amino)-7-methoxyquinazolin-6-yl)-4,7-diazaspiro[2.5]octan-4-yl)prop-2-en-1-one ClC=1C(=C(C=CC1)NC1=NC=NC2=CC(=C(C=C12)N1CCN(C2(CC2)C1)C(C=C)=O)OC)F